phenyl-di(1-pyrenyl)phosphine C1(=CC=CC=C1)P(C1=CC=C2C=CC3=CC=CC4=CC=C1C2=C34)C3=CC=C4C=CC2=CC=CC1=CC=C3C4=C21